ClC=1NC2=CC=CC=C2C1\C=N\NC(=O)C=1OC2=C(C1)C=C(C=C2)C (E)-N'-[(2-chloro-1H-indol-3-yl)methylene]-5-methylbenzofuran-2-carbohydrazide